acryloxyethyl-triisopropoxysilane C(C=C)(=O)OCC[Si](OC(C)C)(OC(C)C)OC(C)C